1-(2-(2-methoxy-5-nitro-4-(pyrrolidin-1-yl)phenylamino)pyrimidin-4-yl)-3-phenyl-1H-pyrazole-4-carbaldehyde COC1=C(C=C(C(=C1)N1CCCC1)[N+](=O)[O-])NC1=NC=CC(=N1)N1N=C(C(=C1)C=O)C1=CC=CC=C1